NC1=C(C(=NN1C(C)C)C=1C=NC(=CC1)CC(=O)NC1=CC(=NO1)C1=C(C=C(C=C1)Cl)OC)C(=O)N 5-Amino-3-[6-[2-[[3-(4-chloro-2-methoxy-phenyl)isoxazol-5-yl]amino]-2-oxo-ethyl]-3-pyridyl]-1-isopropyl-pyrazole-4-carboxamide